FC(C(=O)O)(F)F.NC12[C@H](CC(CC1)(CC2)N2C=C(C=C2)C2=CC(=C(C=C2)Cl)F)O (S)-1-amino-4-(3-(4-chloro-3-fluorophenyl)-1H-pyrrol-1-yl)bicyclo[2.2.2]octan-2-ol trifluoroacetate salt